methyl 2,6-diisocyanatocaproate N(=C=O)C(C(=O)OC)CCCCN=C=O